C(C)OC(=O)[C@@H]1[C@H](C1)C=1C=NC(=CC1)NCC1=C(C=CC(=C1)Br)F (1S,2S)-2-[6-(5-bromo-2-fluoro-benzylamino)-pyridin-3-yl]Cyclopropanecarboxylic acid ethyl ester